4-(2-(p-tolyl)propan-2-yl)thiazol-2-amine C1(=CC=C(C=C1)C(C)(C)C=1N=C(SC1)N)C